(Z)-5-((dimethylamino)methylene)-2,2-dimethylcyclopentan-1-one CN(C)\C=C/1\CCC(C1=O)(C)C